C(C1=CC=CC=C1)OC(CNC(CN(CC(=O)O)CC(=O)O)=O)=O 2,2'-[(2-{[2-(benzyloxy)-2-oxoethyl]amino}-2-oxoethyl)azanediyl]diacetic Acid